O1COC2=C1C=CC(=C2)CN2CC(N(CC2)C2CC1(C2)CCNCC1)C1=C(C=CC=C1)C(C)C 2-(4-(benzo[d][1,3]dioxol-5-ylmethyl)-2-(2-isopropylphenyl)piperazin-1-yl)-7-azaspiro[3.5]nonane